methyl 3-(N-(cyclopropylmethyl)benzamido)-2-fluorobenzoate C1(CC1)CN(C(C1=CC=CC=C1)=O)C=1C(=C(C(=O)OC)C=CC1)F